NC=1C(=CC(=NC1C(=O)N)C1=NC(=CC=C1)C1=CC(=CC=C1)OC)C1=C2C=NNC2=CC=C1C 5-amino-6'-(3-methoxyphenyl)-4-(5-methyl-1H-indazol-4-yl)-[2,2'-bipyridine]-6-carboxamide